FC1=CC=2C=3N(C(=NC2C=C1)NC=1C(N=CC=CC1)=O)N=C(N3)C3=CC=C(C=C3)OC (3R)-3-{[9-fluoro-2-(4-methoxyphenyl)[1,2,4]triazolo[1,5-c]quinazolin-5-yl]amino}azepin-2-one